2,2'-tetramethylenebis(4,4-dimethyl-2-oxazoline) CC1(N=C(OC1)CCCCC=1OCC(N1)(C)C)C